((1R,3s,5S)-8-azabicyclo[3.2.1]oct-3-yl)-3-chloro-4-(2-(1,6-dimethyl-1H-pyrazolo[4,3-c]pyridin-3-yl)cyclopropyl)-N-methylbenzamide [C@H]12CC(C[C@H](CC1)N2)C2=C(C(=O)NC)C=CC(=C2Cl)C2C(C2)C2=NN(C1=C2C=NC(=C1)C)C